NC=1C=C(C=C(C1)C(F)(F)F)[C@@H](C)NC1=NC(=NC2=CC(=C(C=C12)OCCO[C@H]1COCC1)OC)C N-((R)-1-(3-amino-5-(trifluoromethyl)phenyl)ethyl)-7-methoxy-2-methyl-6-(2-(((R)-Tetrahydrofuran-3-yl)oxy)ethoxy)quinazolin-4-amine